2-(1-(2-(((7-bromo-2-chloroimidazo[2,1-f][1,2,4]triazin-4-yl)amino)methyl)-3-chlorophenyl)-1H-pyrazol-3-yl)propan-2-ol BrC1=CN=C2C(=NC(=NN21)Cl)NCC2=C(C=CC=C2Cl)N2N=C(C=C2)C(C)(C)O